C(CCC)OCCCOC(CC)O n-butoxypropoxypropanol